O=C1NC(CCC1N1C(C2=CC=CC(=C2C1)C1=CC(CC1)NC(OC(C)(C)C)=O)=O)=O tert-butyl (3-(2-(2,6-dioxopiperidin-3-yl)-1-oxoisoindolin-4-yl)cyclopent-2-en-1-yl)carbamate